methyl 5-carbamoyl-4-methyl-2-(2-(2-(trifluoromethyl)phenyl)butanamido)thiophene-3-carboxylate C(N)(=O)C1=C(C(=C(S1)NC(C(CC)C1=C(C=CC=C1)C(F)(F)F)=O)C(=O)OC)C